C(C)S(=O)(=O)C1=CC(=C(C=C1)C(C1=CC=C(CCC2CCN(CC2)C(=O)OC(C)(C)C)C=C1)(F)F)C=1C2=C(C(N(C1)C)=O)N(C=C2)S(=O)(=O)C2=CC=C(C)C=C2 tert-butyl 4-(4-((4-(ethylsulfonyl)-2-(6-methyl-7-oxo-1-tosyl-6,7-dihydro-1H-pyrrolo[2,3-c]pyridin-4-yl)phenyl)difluoromethyl)phenethyl)piperidine-1-carboxylate